O=C1N([C@@H]2CC[C@H](N1C2)C(=O)NOCCN2C=CC=C2)OS(=O)(=O)O.[Na] sodium (2S,5R)-7-oxo-N-[2-(1H-pyrrol-1-yl)ethoxy]-6-(sulfooxy)-1,6-diazabicyclo-[3.2.1]octane-2-carboxamide